ClC1=CC2=C(N=CN(C2=O)CC2(CCN(CC2)C(=O)C2(CC2)C)O)N1C1=CC(=C(C=C1)C1NCCOC1)F 6-Chloro-7-(3-fluoro-4-(morpholin-3-yl)phenyl)-3-((4-hydroxy-1-(1-methylcyclopropane-1-carbonyl)piperidin-4-yl)methyl)-3,7-dihydro-4H-pyrrolo[2,3-d]pyrimidin-4-one